5-bromo-7-(methoxymethoxy)quinolone BrC1=C2C=CC(NC2=CC(=C1)OCOC)=O